NC=1C=CC(=NC1)NC1=CC(=NC=2N1N=CC2C#N)NC2=CC(=C(C=C2)C2CC2)CS(=O)(=O)C 7-((5-aminopyridin-2-yl)amino)-5-((4-cyclopropyl-3-((methylsulfonyl)methyl)phenyl)amino)pyrazolo[1,5-a]pyrimidine-3-carbonitrile